trimethylolpropane tripelargonate CCCCCCCCC(=O)OCC(CC)(COC(=O)CCCCCCCC)COC(=O)CCCCCCCC